CC(C(=O)OCCOC(CCC(=O)O)=O)=C succinic acid mono[2-[(2-methyl-acryloyl)oxy]ethyl] ester